5-(2-methylphenyl)-1-(pyridin-3-ylsulfonyl)-1H-pyrrole-3-carbonitrile CC1=C(C=CC=C1)C1=CC(=CN1S(=O)(=O)C=1C=NC=CC1)C#N